tert-butyl (1-(3-bromo-4-(4-cyano-3-fluorophenyl)pyridin-2-yl)piperidin-4-yl)carbamate BrC=1C(=NC=CC1C1=CC(=C(C=C1)C#N)F)N1CCC(CC1)NC(OC(C)(C)C)=O